(2R,4S)-1-[(2R)-2-(4-cyclopropyltriazol-1-yl)-3,3-dimethyl-butanoyl]-4-hydroxy-N-[1-methyl-3-[4-(m-tolyl)piperazin-1-yl]propyl]pyrrolidine-2-carboxamide C1(CC1)C=1N=NN(C1)[C@@H](C(=O)N1[C@H](C[C@@H](C1)O)C(=O)NC(CCN1CCN(CC1)C=1C=C(C=CC1)C)C)C(C)(C)C